2-(4-isopropyl-1H-1,2,3-triazol-1-yl)-N-(4-(6-methoxy-7-(piperidin-4-ylmethoxy)quinazoline-4-yl)phenyl)acetamide C(C)(C)C=1N=NN(C1)CC(=O)NC1=CC=C(C=C1)C1=NC=NC2=CC(=C(C=C12)OC)OCC1CCNCC1